8-(trans-4-aminocyclohexoxy)-N7,5,5-trimethyl-N7-(4-trimethylsilylbut-3-ynyl)-6H-benzo[h]quinazoline-4,7-diamine N[C@@H]1CC[C@H](CC1)OC1=CC=C2C(CC(C=3C(=NC=NC23)N)(C)C)=C1N(CCC#C[Si](C)(C)C)C